[IH2+].CC1=NC2=CC=CC=C2C(=C1)C1=CC=C(C=C1)CCCC methyl-4-(4-n-butyl-phenyl)quinoline iodonium salt